tert-butyl 3-(benzyloxy)-4-hydroxypyrrolidine-1-carboxylate Sodium [Na].C(C1=CC=CC=C1)OC1CN(CC1O)C(=O)OC(C)(C)C